1-(6-chloro-2-methoxyquinolin-3-yl)-2-(2,6-diethoxypyridin-4-yl)-4-(dimethylamino)-1-(m-tolyl)butan-2-ol ClC=1C=C2C=C(C(=NC2=CC1)OC)C(C(CCN(C)C)(O)C1=CC(=NC(=C1)OCC)OCC)C=1C=C(C=CC1)C